2-Isopropyl-4-(4-(trifluoromethoxy)benzyl)-1,2,4-thiadiazolidine-3,5-dione C(C)(C)N1SC(N(C1=O)CC1=CC=C(C=C1)OC(F)(F)F)=O